C(N)(OC(CC(C)C)C)=O 1,3-dimethylbutyl carbamate